NC1=CC(=C(C(=O)O)C=C1I)I 4-amino-2,5-diiodo-benzoic acid